BrC1=CC(=C(C(=O)NC2CCN(CC2)C)C=C1)C 4-bromo-2-methyl-N-(1-methylpiperidin-4-yl)benzamide